4-(3-Chloroanilino)-2'-[(2R)-2-methyl-3-{[(5R)-5-methyl-5,6,7,8-tetrahydroquinolin-4-yl]oxy}propyl]-6'-(1H-pyrrol-2-yl)-2',3'-dihydrospiro[cyclohexane-1,1'-indene]-4-carboxylic acid ClC=1C=C(NC2(CCC3(C(CC4=CC=C(C=C34)C=3NC=CC3)C[C@H](COC3=CC=NC=4CCC[C@H](C34)C)C)CC2)C(=O)O)C=CC1